FC=1C=CC2=C(N(C(=N2)NC(CC2C(C(C2)(F)F)(F)F)=O)C2(CCC2)C)C1F N-(6,7-difluoro-1-(1-methylcyclobutyl)-1H-benzo[d]imidazol-2-yl)-2-(2,2,3,3-tetrafluorocyclobutyl)acetamide